FC=1C=C(C=CC1F)NC(=O)NC1=CC(=C(C=C1)F)C(=O)C=1C=C2N=C(C=NC2=CC1)N1CCOCC1 1-(3,4-difluorophenyl)-3-(4-fluoro-3-(3-morpholinoquinoxaline-6-carbonyl)phenyl)urea